The molecule is a poly(glycerol phosphate) having an alanyl group attached to the hydroxy function of the repeating unit. It is a poly(glycerol phosphate) macromolecule and an aminoacyl phosphate. It is a conjugate acid of an alanyl poly(glycerol phosphate)(1-). CC(C(=O)O[C@@H](CO)COP(=O)(O)O)N